C(C)OC(=O)C1=C(N=NC(=C1)Cl)OC1=CC(=CC=C1)C(F)(F)F 6-chloro-3-[3-(trifluoromethyl)phenoxy]pyridazine-4-carboxylic acid ethyl ester